C(C)(C)(C)C=1C=CC=C(C1)N1C=NN=C1 4-5-tert-butylphenyl-1,2,4-Triazole